C(C1=CC=CC=C1)(=O)C(C(C(=O)[O-])(O)C(C1=CC=CC=C1)=O)(O)C(=O)[O-] dibenzoyl-tartrate